N,N-dimethyl-4-(quinolin-3-yl)aniline CN(C1=CC=C(C=C1)C=1C=NC2=CC=CC=C2C1)C